3-Chloro-6-(2,6-dichloro-4-(trifluoromethyl)phenyl)picolinic acid ClC=1C(=NC(=CC1)C1=C(C=C(C=C1Cl)C(F)(F)F)Cl)C(=O)O